2-(2-chlorophenoxy)-5-hydroxy-8-chloro-1,7-naphthyridine ClC1=C(OC2=NC3=C(N=CC(=C3C=C2)O)Cl)C=CC=C1